CC(CN1N=CC(=C1)C=1C(=NC=CC1)C1=CC=2N(C=C1)C=C(N2)C)(C)C 7-{3-[1-(2,2-dimethylpropyl)-1H-pyrazol-4-yl]pyridin-2-yl}-2-methylimidazo[1,2-a]pyridine